((ethyl 1-(2-(4-acetylpiperazin-1-yl)-6-methyl-4-oxo-4H-chromen-8-yl) ethyl) amino) benzoate C(C1=CC=CC=C1)(=O)ONC(CCC)C=1C=C(C=C2C(C=C(OC12)N1CCN(CC1)C(C)=O)=O)C